FC1=C(C=C2C=CN(C(C2=C1)=O)C[C@@H]1C[C@@H](C[C@@H](C1)NC=1C=NNC(C1C(F)(F)F)=O)O)C1=NC=C(C=N1)C(F)(F)F 7-fluoro-2-[[(1S,3S,5R)-3-hydroxy-5-[[6-oxo-5-(trifluoromethyl)-1H-pyridazin-4-yl]amino]cyclohexyl]methyl]-6-[5-(trifluoromethyl)pyrimidin-2-yl]isoquinolin-1-one